O=C1C[C@H](CN1)C(=O)O (R)-5-OXO-PYRROLIDINE-3-CARBOXYLIC ACID